2''-[4-(benzyloxy)phenyl]dispiro[[1,3]dioxolane-2,1'-cyclohexane-4',1''-indene] C(C1=CC=CC=C1)OC1=CC=C(C=C1)C=1C2(C3=CC=CC=C3C1)CCC1(CC2)OCCO1